8-(((heptylthio)carbonyl)((1-methylpiperidin-4-yl)methyl)amino)pentadecane-1,15-diyl bis(4,4-bis(heptyloxy)butanoate) C(CCCCCC)OC(CCC(=O)OCCCCCCCC(CCCCCCCOC(CCC(OCCCCCCC)OCCCCCCC)=O)N(CC1CCN(CC1)C)C(=O)SCCCCCCC)OCCCCCCC